FC=1C=C(CN2CCN(CC2)C2=CC=C(C=N2)C2=C3C=NC=NC3=CC(=C2)I)C=CC1 5-(6-(4-(3-Fluorobenzyl)piperazin-1-yl)pyridin-3-yl)-7-iodoquinazoline